FC(C1=CC=C(C=C1)[C@H]1CC2(CC1)CCN(CC2)C(=O)OC(C)(C)C)(F)F |r| (rac)-tert-Butyl 2-(4-(trifluoromethyl)phenyl)-8-azaspiro[4.5]decane-8-carboxylate